C(C)OC(C)C1=CC=C(C=C1)C(C)OCC 1,4-bis(2-ethoxy-2-ethyl)benzene